C(C)N1CC2=C(C3=C(N=CN(C3=O)[C@@H](C)C3=CC=CC=C3)S2)CC1 (S)-7-Ethyl-3-(1-phenylethyl)-5,6,7,8-tetrahydropyrido[4',3':4,5]thieno[2,3-d]pyrimidin-4(3H)-one